NC1=NC=NC=2C3=C(CC(C12)(C)C)C(=C(C=C3)O[C@@H]3CC[C@@H](CC3)N)N(CC(=O)NC)C 2-[[4-amino-8-(cis-4-aminocyclohexyloxy)-5,5-dimethyl-6H-benzo[H]quinazolin-7-yl]-methyl-amino]-N-methyl-acetamide